C([O-])(O)=O.C(C1=CC=CC=C1)[NH3+] benzyl-ammonium bicarbonate